FC=1C(=CC(=NC1)OC)OB(O)O (5-fluoro-2-methoxypyridin-4-yl)boric acid